FC(COC=1C=C2C=CN(C2=CC1)C(=O)[C@H]1[C@H]([C@@H]2CC[C@H]1O2)C(=O)O)F (1S,2R,3S,4R)-3-(5-(2,2-difluoroethoxy)-1H-indole-1-carbonyl)-7-oxabicyclo[2.2.1]heptane-2-carboxylic acid